N-((S)-(7-((R)-Cyclopropyl((2S*,3R*)-2,4,4,4-tetrafluoro-3-methylbutanamido)methyl)imidazo[1,2-b]pyridazin-2-yl)(4,4-difluorocyclohexyl)methyl)-4-methyl-1,2,5-oxadiazole-3-carboxamide C1(CC1)[C@H](C1=CC=2N(N=C1)C=C(N2)[C@@H](NC(=O)C2=NON=C2C)C2CCC(CC2)(F)F)NC([C@H]([C@H](C(F)(F)F)C)F)=O |o1:33,34|